2-Chloro-5-{[(cyclopropylsulfonyl)amino]methyl}-N-[1-(2-methylpyridin-4-yl)-1H-indazol-4-yl]benzamide ClC1=C(C(=O)NC2=C3C=NN(C3=CC=C2)C2=CC(=NC=C2)C)C=C(C=C1)CNS(=O)(=O)C1CC1